FC=1C=CC(=C(CC=2C=C(C=CC2)[C@H](CC(=O)OCC)NC(=O)NC=2C(N(C=CC2O)C)=O)C1)C ethyl (S)-3-(3-(5-fluoro-2-methylbenzyl)phenyl)-3-(3-(4-hydroxy-1-methyl-2-oxo-1,2-dihydro pyridin-3-yl)ureido)propanoate